BrC1=NN(C=C1)CCF 3-bromo-1-(2-fluoroethyl)-1H-pyrazole